1-(2-aminoethyl)-5-(trifluoromethyl)-1H-indole-2-carboxylic acid ethyl ester hydrochloride Cl.C(C)OC(=O)C=1N(C2=CC=C(C=C2C1)C(F)(F)F)CCN